((6-chloroisoquinolin-8-yl)methylene)-2-methylpropane-2-sulfinamide ClC=1C=C2C=CN=CC2=C(C1)C=CC(C)(S(=O)N)C